C(C)SC1=C(C(=CC(=C1F)N1CC2=CC=C(C=C2CC1)F)C)NC(CC(C)(C)C)=O N-(2-(ethylthio)-3-fluoro-4-(6-fluoro-3,4-dihydroisoquinolin-2(1H)-yl)-6-methylphenyl)-3,3-Dimethylbutanamide